sodium [3-[3-(2-hydroxyethoxycarbamoyl)pyrazol-1-yl]-7-oxo-1,6-diazabicyclo[3.2.1]oct-3-en-6-yl] sulfate S(=O)(=O)(ON1C2C=C(CN(C1=O)C2)N2N=C(C=C2)C(NOCCO)=O)[O-].[Na+]